2-Methyl-2-propanyl (3S)-3-{2-chloro-7-[4-(methoxycarbonyl)phenyl]-8-oxo-7,8-dihydro-9H-purin-9-yl}-1-Pyrrolidinecarboxylate ClC1=NC=C2N(C(N(C2=N1)[C@@H]1CN(CC1)C(=O)OC(C)(C)C)=O)C1=CC=C(C=C1)C(=O)OC